OC1=CC=C(C=C1)C(C)(C)C1=CC=C(C=C1)O.[Cl] chlorine bisphenol-A